CC1=NC(=CC(=C1)C=1C=C(C=CC1)C=1N=C(SC1)NC(=O)[C@H]1N(CCC1)C(=O)C=1C=CC2=C(S(CCOC2)(=O)=O)C1)C (S)-N-(4-(3-(2,6-dimethylpyridin-4-yl)phenyl)thiazol-2-yl)-1-(1,1-dioxido-2,3-dihydro-5H-benzo[e][1,4]oxathiepine-8-carbonyl)pyrrolidine-2-carboxamide